BrC=1C=C(C=C(C1)Br)C1=CC(=NC(=C1)C1=NC=CC=C1)C1=NC=CC=C1 4'-(3,5-dibromophenyl)-2,2':6',2''-terpyridine